(2R,7aS)-2-fluorohexahydro-1H-pyrrolizine F[C@@H]1C[C@@H]2CCCN2C1